((1R)-1-(5-benzyl-3-((pyridazine-4-carboxamido)methyl)-4,5-dihydroisoxazole-5-carboxamido)-3-Methylbutyl)boronic acid C(C1=CC=CC=C1)C1(CC(=NO1)CNC(=O)C1=CN=NC=C1)C(=O)N[C@@H](CC(C)C)B(O)O